Cl.C(CCCC)(=O)O pentanoic acid HCl salt